methyl 2-chloro-6-methylpyridine-3-carboxylate ClC1=NC(=CC=C1C(=O)OC)C